CC1=NN(C2=CC=CC(=C12)C#CCO[C@@H]1CNCC1)C1C(NC(CC1)=O)=O 3-(3-methyl-4-(3-(((S)-pyrrolidin-3-yl)oxy)prop-1-yn-1-yl)-1H-indazole-1-yl)piperidine-2,6-dione